O[C@@H]1C[C@H](N(C1)C(C(C(C)C)C1=CC(=NO1)O)=O)C(=O)N[C@@H](C)C1=CC=C(C=C1)C1=C(N=CS1)C (2S,4R)-4-hydroxy-1-[2-(3-hydroxy-1,2-oxazol-5-yl)-3-methylbutyryl]-N-[(1S)-1-[4-(4-methyl-1,3-thiazol-5-yl)phenyl]ethyl]pyrrolidine-2-carboxamide